Dimethyl-diphenyl-thiuram disulfide CN(C(SSC(N(C1=CC=CC=C1)C)=S)=S)C1=CC=CC=C1